(thiomorpholinomethyl)isoindolin S1CCN(CC1)CC1NCC2=CC=CC=C12